NC1=NN2C(C=C(C=C2)C=2C=CC(=C(C2)N2OCC[C@]2(C2=CC=CC=C2)C)C)=C1 (S)-N-(5-(2-aminopyrazolo[1,5-a]pyridin-5-yl)-2-methylphenyl)-3-methyl-3-phenylisoxazolidine